S(=O)(=O)=C1N=CC=N1 SULFONYL-IMIDAZOLE